BrC=1SC(=CC1CNC1=NC=CC(=N1)C(C)C)F N-((2-bromo-5-fluorothiophen-3-yl)methyl)-4-isopropylpyrimidin-2-amine